C(C1=CC=CC=C1)N1CC(C(CC1)C(CC(CC)=O)C1=CC=CC=C1)COC 1-(1-benzyl-3-(methoxymethyl)piperidine-4-yl)-1-phenylpentan-3-one